[3H]Naphthalene C=1CCC=C2C=CC=CC12